N1(C=NC=C1)C(=O)OCC=1SC2=C(N1)CCC[C@@H]2C (S)-(7-methyl-4,5,6,7-tetrahydrobenzo[d]thiazol-2-yl)methyl 1H-imidazole-1-carboxylate